C(C)(C)(C)OC(C1=CC=C(C=C1)C(O)C(=O)O)=O 4-(carboxyl-hydroxy-methyl)-benzoic acid tert-butyl ester